C(CCCCCCCCC)[N+](CCCCCCCCCCCC)(C)C N-decyl-N,N-dimethyl-1-dodecanaminium